C(C)(C)NC1=NC(=CC2=CN=C(C=C12)N[C@@H]1CN[C@H](CC1)C)C#N 1-(isopropylamino)-7-(((3S,6S)-6-methylpiperidin-3-yl)amino)-2,6-naphthyridine-3-carbonitrile